ClC1=CC2=C(N=CNC2=O)N1C1=CC=C(C=C1)[C@@H]1[C@@H]2CC[C@H](CN1C(=O)OC(C)(C)C)O2 tert-Butyl (1S,2R,5R)-2-(4-(6-chloro-4-oxo-3,4-dihydro-7H-pyrrolo[2,3-d]pyrimidin-7-yl)phenyl)-8-oxa-3-azabicyclo[3.2.1]octane-3-carboxylate